1-(3,4-dicyclobutyl-1-methyl-1H-pyrazol-5-yl)-3-(3,3-difluorocyclobutyl)urea C1(CCC1)C1=NN(C(=C1C1CCC1)NC(=O)NC1CC(C1)(F)F)C